Cl.Cl.[C@@H]12N(C[C@@H](NC1)C2)C2=CC=C(C=N2)C=2C=1N(C=C(C2)OCC)N=CC1C#N 4-(6-((1S,4S)-2,5-diazabicyclo[2.2.1]hept-2-yl)pyridin-3-yl)-6-ethoxypyrazolo[1,5-a]pyridine-3-carbonitrile dihydrochloride